C(C)(C)(C)OC(=O)N1C[C@H](CC1)OC1=C(C=C(C(=O)N2CCC(CC2)OC=2C=C(C=C(C2)F)N2CCN(CC2)C(=O)OC(C)(C)C)C=C1)C1CCN(CC1)C(C(C)C)=O tert-butyl (S)-4-(3-((1-(4-((1-(tert-butoxycarbonyl)pyrrolidin-3-yl)oxy)-3-(1-isobutyrylpiperidin-4-yl)benzoyl)piperidin-4-yl)oxy)-5-fluorophenyl)piperazine-1-carboxylate